O[C@@H]([C@H](CO[C@@H]1[C@@H]([C@H]([C@H]([C@H](C1)COCCC)O)O)O)NC(CCCCCCCC1=CC=CC=C1)=O)[C@@H](CCCCCCCCCCCCCC)O N-((2S,3S,4R)-3,4-dihydroxy-1-{[(1S,2R,3S,4S,5R)-2,3,4-trihydroxy-5-(Propoxymethyl)cyclohexyl]oxy}octadecane-2-yl)-8-phenyloctaneamide